C(=C/CCCCCCCCCCCCCC)/CC(=O)O.C(C)(=O)OCCCCCCCC\C=C/CCCCCC (Z)-9-hexadecen-1-yl acetate ((Z)-hexadecen-1-yl acetate)